[Si](C1=CC=CC=C1)(C1=CC=CC=C1)(C(C)(C)C)OCCCCCCCCCO 9-((tert-butyldiphenylsilyl)oxy)nonan-1-ol